COC1=CC=2N(C=C1)N=CC2NC([O-])=O {5-methoxypyrazolo[1,5-a]pyridin-3-yl}carbamate